2-((1S,2S)-1-(2-cyano-4-fluorophenyl)-1-(1,3-dimethyl-1H-pyrazol-4-yl)propan-2-yl)-5-hydroxy-N-(isoxazol-4-yl)-1-methyl-6-oxo-1,6-dihydropyrimidine-4-carboxamide C(#N)C1=C(C=CC(=C1)F)[C@H]([C@H](C)C=1N(C(C(=C(N1)C(=O)NC=1C=NOC1)O)=O)C)C=1C(=NN(C1)C)C